(S,E)-N-((1,2,3,5,6,7-Hexahydro-s-indacen-4-yl)carbamoyl)-2-(pyrrolidin-2-yl)ethensulfonamid C1CCC2=C(C=3CCCC3C=C12)NC(=O)NS(=O)(=O)\C=C\[C@H]1NCCC1